N1(CCOCC1)C1(C(OCCCC1)(N1CCSCC1)N1CCNCC1)C1SCCSC1 (morpholinyl)(1,4-dithianyl)(piperazinyl)(thiomorpholinyl)oxepane